FC(C1=NN=C(O1)C1=CC(=C(CN2C(N(C3=C2C=CC=C3)C3CN(CC3)C3COC3)=O)C=C1)F)F 1-(4-(5-(difluoromethyl)-1,3,4-oxadiazole-2-yl)-2-fluorobenzyl)-3-(1-(oxetan-3-yl)pyrrolidine-3-yl)-1,3-dihydro-2H-benzo[d]imidazole-2-one